6-((4-((N-(2-Hexyldecanoyl)-N-methylglycyl)oxy)butyl)(methyl)amino)-11-hydroxy-undecyl 2-hexyldecanoate C(CCCCC)C(C(=O)OCCCCCC(CCCCCO)N(C)CCCCOC(CN(C)C(C(CCCCCCCC)CCCCCC)=O)=O)CCCCCCCC